2-(4-(Morpholinomethyl)phenyl)-4-((4-(Piperazin-1-ylmethyl)phenyl)amino)pyrimido[4,5-d]pyridazin-5(6H)-on Hydrochlorid Cl.O1CCN(CC1)CC1=CC=C(C=C1)C=1N=C(C2=C(C=NNC2=O)N1)NC1=CC=C(C=C1)CN1CCNCC1